O1N=CC=C1CNCCN1C(=NC2=C3CC[C@@H](N(C3=CC=C21)C(=O)OC)C)CCN2C(C=CC=C2)=O methyl (S)-3-(2-((isoxazol-5-ylmethyl)amino)ethyl)-7-methyl-2-(2-(2-oxopyridin-1(2H)-yl)ethyl)-3,7,8,9-tetrahydro-6H-imidazo[4,5-f]quinoline-6-carboxylate